BrC=1N=C(N(C1)C(=O)NCCCC(F)(F)F)OC Bromo-2-methoxy-N-(4,4,4-trifluorobutyl)-1H-imidazole-1-carboxamide